C1(CC1)N1N=C(C=C1)C1=NC(=CC=C1CNC(C=C)=O)C1=CC=C(C=C1)F N-((2-(1-cyclopropyl-1H-pyrazol-3-yl)-6-(4-fluorophenyl)pyridin-3-yl)methyl)acrylamide